C1(CC1)N1CCN(C2=CC=CC=C12)C(=O)[C@@H]1N(CSC1)CC1=CC(=C(CN2CCC3(CN(C(C3=O)=O)C3=CC=C(C(=O)O)C=C3)CC2)C=C1OCC)OCC (S)-4-(8-(4-((4-(4-cyclopropyl-1,2,3,4-tetrahydroquinoxaline-1-carbonyl)thiazolidine-3-yl)methyl)-2,5-diethoxybenzyl)-2-oxo-1-oxo-3,8-diazaspiro[4.5]dec-3-yl)benzoic acid